(3R,5S)-1-tert-butyl 3-methyl 5-((5-(trifluoromethyl)pyrimidin-2-yl)amino)piperidine-1,3-dicarboxylate FC(C=1C=NC(=NC1)N[C@H]1C[C@H](CN(C1)C(=O)OC(C)(C)C)C(=O)OC)(F)F